8-fluoro-7-(2-fluoro-3-(1-(1-(4-fluoro-phenyl)propyl)-1H-pyrazol-4-yl)phenyl)-[1,2,4]triazolo[1,5-a]pyridin-2-amine FC=1C=2N(C=CC1C1=C(C(=CC=C1)C=1C=NN(C1)C(CC)C1=CC=C(C=C1)F)F)N=C(N2)N